5-amino-N-methyl-N-((5S)-2-(trifluoromethyl)-5,8-dihydro-6H-pyrano[3,4-b]pyridin-5-yl)pyrido[4,3-c][1,7]naphthyridine-9-carboxamide NC1=NC=2C=NC(=CC2C2=C1C=CN=C2)C(=O)N([C@@H]2COCC1=NC(=CC=C12)C(F)(F)F)C